NC1=CC=C(C=C1)C1=NNC(CC2=C1C=C(C(=C2)OC)OC)=O 1-(4'-aminophenyl)-3,5-dihydro-7,8-dimethoxy-4H-2,3-benzodiazepin-4-one